ClC1=C2C=CC=NC2=C(C(=C1N(C(OC(C)(C)C)=O)C)[N+](=O)[O-])OC tert-butyl (5-chloro-8-methoxy-7-nitroquinolin-6-yl)(methyl)carbamate